Cl.Cl.N1(C=NC=C1)C1=CC=C(C=C1)CCCCCCN(C)C 6-[4-(1H-Imidazol-1-yl)phenyl]-N,N-dimethyl-1-hexanaminE, dihydrochloride